4-(6-(methylamino)imidazo[1,2-a]pyridin-3-yl)benzenesulfonamide CNC=1C=CC=2N(C1)C(=CN2)C2=CC=C(C=C2)S(=O)(=O)N